ClC1=C(C(=O)C2=CNC=3N=CN=C(C32)NC3CCN(CC3)C(CCCN3CCN(CC3)C=3C=C2CN(C(C2=CC3)=O)[C@@H]3C(NC(CC3)=O)=O)=O)C=CC(=C1)OC1=CC=CC=C1 (S)-3-(5-(4-(4-(4-((5-(2-chloro-4-phenoxybenzoyl)-7H-pyrrolo[2,3-d]pyrimidin-4-yl)amino)piperidin-1-yl)-4-oxobutyl)piperazin-1-yl)-1-oxoisoindolin-2-yl)piperidine-2,6-dione